C(=O)(OC(C)(C)C)N1CC=2C(=NC(=CC2C1=O)Cl)Cl N-Boc-4,6-dichloro-2,3-dihydro-1H-pyrrolo[3,4-c]pyridin-1-one